P(O)(=O)(OP(=O)(O)OP(=O)(O)O)OC[C@@H]1[C@](C[C@@H](O1)N1C=NC=2C(N)=NC=NC12)(O)C(C=1C(NC)=CC=CC1)=O 3'-(N'-methyl-anthraniloyl) 2'-deoxyadenosine-5'-triphosphate